1,4,4a,5,6,6a,7,10,10a,11,12,12a-dodecahydro-1,4:7,10-dimethanodibenzo[a,e][8]annulene C12C=CC(C3C1CCC1C(CC3)C3C=CC1C3)C2